C1=CC=C2C=C3C=C4C=C5C(=CC4=CC3=CC2=C1)C(=O)C(=O)C(=O)C5=O pentacenetetrone